NCCCNC(=S)NC=1C=C2C(=CC(=NC2=CC1)N1CCN(CC1)CC)C 1-(3-aminopropyl)-3-(2-(4-ethylpiperazin-1-yl)-4-methylquinolin-6-yl)thiourea